Ethyl 2-(((2-bromophenyl)(phenyl)methyl)(methyl) amino)-5-methoxy-1-methyl-6-oxo-1,6-dihydropyrimidine-4-carboxylate BrC1=C(C=CC=C1)C(C1=CC=CC=C1)N(C=1N(C(C(=C(N1)C(=O)OCC)OC)=O)C)C